tert-butyl (R)-4-(4-((1-(2,4-dichlorophenyl)ethyl)amino)-5-fluoropyrimidin-2-yl)piperazine-1-carboxylate ClC1=C(C=CC(=C1)Cl)[C@@H](C)NC1=NC(=NC=C1F)N1CCN(CC1)C(=O)OC(C)(C)C